P(O)(O)=O.P(O)(O)=O.NC(=N)N guanidine bisphosphonate